1-propenyl-3-vinyl-imidazole chloride salt [Cl-].C(=CC)N1CN(C=C1)C=C